methylallyl alcohol monomaleate C(\C=C/C(=O)O)(=O)O.CC=CCO